4-[4-fluoro-2-(2,2,2-trifluoroethoxy)phenyl]-2-[4-(3-methoxyoxetan-3-yl)phenyl]-2,3-dihydro-1H-pyrrolo[3,4-c]pyridin-1-one FC1=CC(=C(C=C1)C1=NC=CC2=C1CN(C2=O)C2=CC=C(C=C2)C2(COC2)OC)OCC(F)(F)F